C(C=C)N1N(C2=NC(=NC=C2C1=O)NC1=CC=2CCC(CC2C=C1)CCN1CCOCC1)C1=NC(=CC=C1)C(C)(C)O 2-allyl-1-(6-(2-hydroxypropan-2-yl)pyridin-2-yl)-6-(6-(2-morpholinoethyl)-5,6,7,8-tetrahydronaphthalen-2-yl)amino-1,2-dihydro-3H-pyrazolo[3,4-D]Pyrimidin-3-one